(3S)-N-{6,7-dimethoxy-1H,2H,3H-cyclopenta[b]quinolin-9-yl}-5,5-dimethylpiperidin-3-amine COC=1C(=CC=2C(=C3C(=NC2C1)CCC3)N[C@@H]3CNCC(C3)(C)C)OC